N-(4-((2-amino-3-(morpholinomethyl)pyridin-4-yl)oxy)-3-fluorophenyl)-1-(3-fluoropyridin-2-yl)-5-(trifluoromethyl)-1H-pyrazole-4-carboxamide NC1=NC=CC(=C1CN1CCOCC1)OC1=C(C=C(C=C1)NC(=O)C=1C=NN(C1C(F)(F)F)C1=NC=CC=C1F)F